C(C=C)OC=1C=NC=CC1 3-(allyloxy)pyridine